(2S,4R)-4-hydroxy-1-(2-(5-methoxy-1-oxoisoindolin-2-yl)-3-methylbutanoyl)-N-(4-(4-methylthiazol-5-yl)benzyl)pyrrolidine-2-carboxamide O[C@@H]1C[C@H](N(C1)C(C(C(C)C)N1C(C2=CC=C(C=C2C1)OC)=O)=O)C(=O)NCC1=CC=C(C=C1)C1=C(N=CS1)C